ethyl-(R)-5-(10-methyl-8-oxo-9,10,11,12-tetrahydro-8H-[1,4]diazepino[5',6':4,5]thieno[3,2-f]quinolin-3-yl)-2-vinylthiazole C(C)C=1N=C(SC1C1=NC=2C=CC3=C(C2C=C1)C1=C(S3)C(N[C@@H](CN1)C)=O)C=C